OC1=NC(=NC=2CCC(CC12)NC(OCCCC)=O)C1=CC=CC=C1 butyl (4-hydroxy-2-phenyl-5,6,7,8-tetrahydro-quinazolin-6-yl)carbamate